FC1=C(C=CC=C1F)S(=O)(=O)NC=1C(=NC=C(C1)C=1C=C2C(=NC=NC2=CC1)N1CCN(CC1)C(\C=C\C(C)=O)=O)OC (E)-2,3-difluoro-N-(2-methoxy-5-(4-(4-(4-oxopent-2-enoyl)piperazin-1-yl)quinazolin-6-yl)pyridin-3-yl)benzenesulfonamide